(rac)-trans-2-cyclopropyl-4-(4-methyl-4H-1,2,4-triazol-3-yl)piperidine C1(CC1)[C@@H]1NCC[C@H](C1)C1=NN=CN1C |r|